CC1=C(C=C(C(=O)NC2=NN(C(=C2)C(F)(F)F)CCN2CCN(CC2)C)C=C1)C#CC=1C=NC=CC1 4-methyl-N-[1-[2-(4-methylpiperazin-1-yl)ethyl]-5-(trifluoromethyl)pyrazol-3-yl]-3-[2-(3-pyridinyl)ethynyl]Benzamide